FC(C[C@H](C(=O)NC1=NC=CC(=C1)C1=C(C=2C(NC(CC2N1)(C)C)=O)NC1=NC(=CC=C1)F)C1=CC=C(C=C1)F)F (2S)-4,4-Difluoro-2-(4-fluorophenyl)-N-(4-{3-[(6-fluoropyridin-2-yl)amino]-6,6-dimethyl-4-oxo-4,5,6,7-tetrahydro-1H-pyrrolo[3,2-c]pyridin-2-yl}pyridin-2-yl)butanamid